NC1=NC(N(C=C1)C1=CC(=C(CN(C(OC(C)(C)C)=O)[C@@H]2CC[C@H](CC2)NC(=O)OC(C)(C)C)C=C1)F)=O tert-butyl (4-(4-amino-2-oxopyrimidin-1(2H)-yl)-2-fluorobenzyl)((trans)-4-((tert-butoxycarbonyl)amino)cyclohexyl)carbamate